4-[(3S)-3-amino-3-methylpyrrolidin-1-yl]-N-butyl-2-cyano-2'-(trifluoromethyl)-[3,4'-bipyridine]-5-carboxamide N[C@@]1(CN(CC1)C1=C(C(=NC=C1C(=O)NCCCC)C#N)C1=CC(=NC=C1)C(F)(F)F)C